CC1(OC=2C=C(C(=C(C2C2=C1C=CC(=C2)C)O)C=2C=NNC2)CCCCC)C 6,6,9-trimethyl-3-pentyl-2-(1H-pyrazol-4-yl)-6H-benzo[c]chromen-1-ol